3-(7-(((5-(3-Chloro-4-methylphenyl)-1,3,4-oxadiazol-2-yl)amino)methyl)-2-methylquinolin-3-yl)piperidine-2,6-dione ClC=1C=C(C=CC1C)C1=NN=C(O1)NCC1=CC=C2C=C(C(=NC2=C1)C)C1C(NC(CC1)=O)=O